ClC=1C(=NC(=NC1)NC1=CC=C(C=C1)N1CCN(CC1)C)NC1=C(C(=CC=C1)C)NC(C=C)=O N-{2-[(5-chloro-2-{[4-(4-methylpiperazin-1-yl)phenyl]amino}pyrimidin-4-yl)amino]-6-methylphenyl}prop-2-enamide